(2-(5-cyclopropyl-3-(3,5-dichloropyridin-4-yl)isoxazol-4-yl)-7-azaspiro[3.5]non-1-en-7-yl)-4-(trifluoromethoxy)benzo[d]thiazole-6-carboxylic acid C1(CC1)C1=C(C(=NO1)C1=C(C=NC=C1Cl)Cl)C1=CC2(C1)CCN(CC2)C=2SC1=C(N2)C(=CC(=C1)C(=O)O)OC(F)(F)F